[(2R,3S,4R,5R)-5-(4-amino-2-chloro-pyrrolo[2,3-d]-pyrimidin-7-yl)-3,4-dihydroxy-tetrahydro-furan-2-yl]methoxy-methylphosphonic acid NC=1C2=C(N=C(N1)Cl)N(C=C2)[C@H]2[C@@H]([C@@H]([C@H](O2)COCP(O)(O)=O)O)O